C1(CC1)[C@H](C)N1C(C2=C(C=C(C=C2C1)C1=CC(=NN1C)NC(C)=O)S(NC)(=O)=O)=O (S)-N-(5-(2-(1-cyclopropylethyl)-7-(N-methylsulfamoyl)-1-oxoisoindol-5-yl)-1-methyl-1H-pyrazol-3-yl)acetamide